glycerol tri(myristate) C(CCCCCCCCCCCCC)(=O)OCC(OC(CCCCCCCCCCCCC)=O)COC(CCCCCCCCCCCCC)=O